BrC1=CC2=C(N=C(O2)C2=CC=C(C=C2)Br)C=C1 6-bromo-2-(4-bromo-phenyl)-benzoxazole